C1C=CC2=C(N1)C=CN=C2 dihydro-1,6-naphthyridine